methyl (1R,2S)-1-((4-(trifluoromethoxy)phenyl)sulfonamido)-2,3-dihydro-1H-indene-2-carboxylate FC(OC1=CC=C(C=C1)S(=O)(=O)N[C@@H]1[C@H](CC2=CC=CC=C12)C(=O)OC)(F)F